NC(C(=O)O)C(C)N=[N+]=[N-] 2-amino-3-azidobutyric acid